tert-butyl rac-(2S,4R)-4-(2-oxoethyl)-2-phenyl-piperidine-1-carboxylate O=CC[C@H]1C[C@H](N(CC1)C(=O)OC(C)(C)C)C1=CC=CC=C1 |r|